2-(2-fluoro-6-((4-chlorophenyl)sulfonyl)phenyl)-1,3-dioxolane FC1=C(C(=CC=C1)S(=O)(=O)C1=CC=C(C=C1)Cl)C1OCCO1